(R)-N-(1-(1-acryloylazepan-3-yl)-7-chloro-5-(trifluoromethoxy)-1H-benzo[d]imidazol-2-yl)-2-methylisonicotinamide C(C=C)(=O)N1C[C@@H](CCCC1)N1C(=NC2=C1C(=CC(=C2)OC(F)(F)F)Cl)NC(C2=CC(=NC=C2)C)=O